ClC1=NC(=NC(=C1)Cl)SC=1OC2=C(N1)C=CC=C2 2-((4,6-dichloropyrimidin-2-yl)thio)benzo[d]oxazole